C(C)O[Si](CCCN1CN(CC1)CCC[Si](OCC)(OCC)OCC)(OCC)OCC 1,3-bis(3-(triethoxysilyl)propyl)imidazolidine